C(#N)C1(CC1)NC(=O)C1=CC2=C(C=N1)CN(C2)C2=NOC(C2)(C(F)(F)F)C2=CC(=C(C(=C2)Cl)F)Cl N-(1-cyanocyclopropyl)-2-(5-(3,5-dichloro-4-fluorophenyl)-5-(trifluoromethyl)-4,5-dihydroisoxazol-3-yl)-2,3-dihydro-1H-pyrrolo[3,4-c]pyridine-6-carboxamide